ClC=1C=CC2=C(CC(CC=3N2C(=NN3)N3CCC2(CC3)OCC3=C2C=CC=C3)=O)C1 8-Chloro-1-(1'H,3H-spiro[2-benzofuran-1,4'-piperidin]-1'-yl)-4H-[1,2,4]triazolo[4,3-a][1]benzazepin-5(6H)-on